1,2-dimethyl-3-hydroxyethylimidazole bis(trifluoromethylsulfonyl)imide salt [N-](S(=O)(=O)C(F)(F)F)S(=O)(=O)C(F)(F)F.CN1C(N(C=C1)CCO)C